C1(CC1)C1=CC=C(C=N1)C1=CC=C(C=C1)C1=CN=C(O1)[C@H](CCCCCC(CC)=O)NC(=O)[C@H]1CC12CCN(CC2)C (S)-N-((S)-1-(5-(4-(6-Cyclopropylpyridin-3-yl)phenyl)oxazol-2-yl)-7-oxononyl)-6-methyl-6-azaspiro[2.5]octan-1-carboxamid